O1COC2=C1C=CC(=C2)/C=C/[C@H]2[C@H]([C@@H]([C@@H]2\C=C\C2=CC1=C(OCO1)C=C2)C(=O)N2CCCCC2)C(=O)NCC(C)C (1R,2R,3R,4R)-2,3-bis((E)-2-(benzo[d][1,3]dioxol-5-yl)vinyl)-N-isobutyl-4-(piperidine-1-carbonyl)cyclobutane-1-carboxamide